4-Aminomethyl-1-Boc-piperidin NCC1CCN(CC1)C(=O)OC(C)(C)C